[Cl-].C[N+]1=C(SC2=C1C=CC(=C2)C)C2=CC=C(N(C)C)C=C2 4-(3,6-dimethyl-1,3-benzothiazol-3-ium-2-yl)-N,N-dimethylaniline chloride